[10-(azetidin-1-yl)decanesulfonyl]-4-[(1S,4S,5R)-5-{[5-cyclopropyl-3-(2,6-dichlorophenyl)-1,2-oxazol-4-yl]methoxy}-2-azabicyclo[2.2.1]heptan-2-yl]-3-fluorobenzamide N1(CCC1)CCCCCCCCCCS(=O)(=O)C1=C(C(=O)N)C=CC(=C1F)N1[C@@H]2C[C@H]([C@H](C1)C2)OCC=2C(=NOC2C2CC2)C2=C(C=CC=C2Cl)Cl